C1(CCCCC1)C1=CC=C(CN(C(C2=CC=C(C=C2)F)=O)C2=CC=C(C=C2)B(O)O)C=C1 (4-(N-(4-cyclohexylbenzyl)-4-fluorobenzamido)phenyl)boronic acid